(1S,2R)-2-methylcyclopentanamine C[C@H]1[C@H](CCC1)N